tertbutyl (7s)-7-[6-(2-cyano-3,6-difluoro-phenoxy)-4-oxo-quinazolin-3-yl]-5-oxa-2-azaspiro[3.4]octane-2-carboxylate C(#N)C1=C(OC=2C=C3C(N(C=NC3=CC2)[C@@H]2COC3(CN(C3)C(=O)OC(C)(C)C)C2)=O)C(=CC=C1F)F